OCCN1CCN(CC1)C1=CC=CC(=N1)C1=NC2=CC(=NC=C2C=C1)CNC(C1=CC(=C(C=C1)C)S(=O)(=O)C)=O N-((2-(6-(4-(2-hydroxyethyl)piperazin-1-yl)pyridin-2-yl)-1,6-naphthyridin-7-yl)methyl)-4-methyl-3-(methylsulfonyl)benzamide